Cl.N[C@@H](C(=O)OC)CC (R)-methyl 2-aminobutyrate hydrochloride